1-(3-cyano-6-(1-methyl-1H-pyrazol-4-yl)pyrazolo[1,5-a]pyridin-4-yl)-N-((6-(4-fluoro-1H-pyrazol-1-yl)pyridin-3-yl)methyl)-1H-pyrazole-4-carboxamide C(#N)C=1C=NN2C1C(=CC(=C2)C=2C=NN(C2)C)N2N=CC(=C2)C(=O)NCC=2C=NC(=CC2)N2N=CC(=C2)F